FC1([C@@H]([C@@H](N(C1)C(=O)C1CC(C1)F)CC=1C(=C(C=CC1)C1=CC(=CC(=C1)F)F)F)NS(=O)(=O)CC)F N-{(2S,3R)-4,4-difluoro-1-((1r,3S)-3-fluorocyclobutane-1-carbonyl)-2-[(2,3',5'-trifluoro[1,1'-biphenyl]-3-yl)methyl]-pyrrolidin-3-yl}ethanesulfonamide